COC=1C(=CC2=CN(N=C2C1)[C@H]1[C@@H](C[C@@H](CC1)NC(CC)=O)C)C(=O)N 6-methoxy-2-((1r,2r,4r)-2-methyl-4-(N-methylacetylamino)cyclohexyl)-2H-indazole-5-carboxamide